(E)-methyl octadec-10-enoate C(CCCCCCCC\C=C\CCCCCCC)(=O)OC